FC1=CC(=C(C=C1)N1CCN(CC1)C(=O)OC(C)(C)C)NC([C@@H](C([2H])([2H])C1=CC=CC=C1)NC(C1=C(C=CC=C1)F)=O)=O tert-butyl (R)-4-(4-fluoro-2-(2-(2-fluorobenzamido)-3-phenylpropanamido-3,3-d2)phenyl)piperazine-1-carboxylate